1-(8-(p-toluenesulfonylmethyl)-5,6,7,8-tetrahydroindolizin-3-yl)ethan-1-one CC1=CC=C(C=C1)S(=O)(=O)CC1CCCN2C(=CC=C12)C(C)=O